(6E,10E)-12-{[(2E)-4-bromo-2-methylbut-2-en-1-yl]oxy}-2,6,10-trimethyldodeca-2,6,10-triene BrC/C=C(/COC/C=C(/CC/C=C(/CCC=C(C)C)\C)\C)\C